ClC(C[Si](OCCC)(OCCC)OCCC)CCl 2,3-dichloropropyltri-n-propoxysilane